2-amino-6-bromo-4-chloro-3-fluorobenzoic acid methyl ester COC(C1=C(C(=C(C=C1Br)Cl)F)N)=O